BrCCCC1(CC1)C(=O)OC(C)(C)C tert-Butyl 1-(3-bromopropyl)cyclopropanecarboxylate